(E)-3-(dimethylamino)-N-((1,2,3,7-tetrahydro-s-indacen-4-yl)carbamoyl)prop-1-en-1-sulfonamide CN(C/C=C/S(=O)(=O)NC(NC1=C2CCCC2=CC=2CC=CC12)=O)C